C(C)(SCCCCCCCCCCN1C(C2=CC=CC=C2C1=O)=O)=O S-(10-(1,3-Dioxoisoindolin-2-yl)decyl) ethanethioate